DIMETHYL-2,3-DIHYDRO-1H-INDENE CC1CC2=CC=CC(=C2C1)C